[4-(methoxymethyl)-4-methylpiperidin-1-yl]imidazo[1,2-a]pyridin-6-amine COCC1(CCN(CC1)C=1N=C2N(C=C(C=C2)N)C1)C